COC(NC1=NC2=C(N1)C=CC(=C2)SCCC)=O (5-(propylthio)-1H-benzimidazol-2-yl)carbamic acid methyl ester